N-butyl-cyanoacrylate CCCCOC(=O)C(=C)C#N